C(C)SC=1OC2=C(C=C(C=C2C(C1C)=O)C)\C(\C)=N\[S@](=O)C(C)(C)C (NE,R)-N-[1-(2-Ethylsulfanyl-3,6-dimethyl-4-oxo-chromen-8-yl)ethylidene]-2-methyl-propane-2-sulfinamide